FC([C@](C(=O)O)(C1=CC=CC=C1)OC)(F)F (R)-3,3,3-trifluoro-2-methoxy-2-phenylpropionic acid